5-(5-((1-(4-Amino-5-methoxy-2-(1-methyl-1H-pyrazol-4-yl)phenyl)piperidin-4-yl)methyl)hexahydropyrrolo[3,4-c]pyrrol-2(1H)-yl)-2-(2,6-dioxopiperidin-3-yl)isoindole NC1=CC(=C(C=C1OC)N1CCC(CC1)CN1CC2C(C1)CN(C2)C2=CC1=CN(C=C1C=C2)C2C(NC(CC2)=O)=O)C=2C=NN(C2)C